(R)-2-((2-chloro-5-(cyclopropoxymethyl)pyrimidin-4-yl)amino)-1-fluoro-10-methyl-5,6,8,9,10,11-hexahydro-7H-pyrido[3',4':4,5]pyrrolo[2,3-f]isoquinolin-7-one ClC1=NC=C(C(=N1)NC=1N=CC=2CCC3=C(C2C1F)NC1=C3C(NC[C@H]1C)=O)COC1CC1